ClOC1=C(C(=C(C(=C1Cl)Cl)Cl)Cl)Cl.[Cu] copper hexachlorophenol